iodine bis(pyridine) N1=CC=CC=C1.N1=CC=CC=C1.[I]